5,6-dimethyl-1-methylvinylbicyclo[2.2.1]Hept-5-ene-2-methanol CC=1C2CC(C(C1C)(C2)C(=C)C)CO